difluorooxalic acid phosphoimide lithium [Li].P(=O)(=O)N=C(C(=O)F)F